C(C1=CC=CC=C1)OC1=NC(=CC=C1NC=1C=NC(=NC1)C1CCN(CC1)C(=O)OC(C)(C)C)OCC1=CC=CC=C1 tert-butyl 4-[5-[(2,6-dibenzyloxy-3-pyridyl)amino]pyrimidin-2-yl]piperidine-1-carboxylate